O\N=C(/N)\C1=NC(=C(C(=O)OCC)C=C1)C=1N=C(SC1C)C1=CC=CC=C1 (Z)-ethyl 6-(N'-hydroxycarbamimidoyl)-2-(5-methyl-2-phenylthiazol-4-yl)nicotinate